(3-chloro-5-(3,6-dihydro-2H-pyran-4-yl)benzyl)-3-(2-fluorophenyl)-5-methyl-2,4,5,6-tetrahydropyrrolo[3,4-c]pyrazole ClC=1C=C(CN2N=C3C(=C2C2=C(C=CC=C2)F)CN(C3)C)C=C(C1)C=1CCOCC1